BrC=1C=C(C(=[N+](C1)[O-])CC(=O)OC)F 5-bromo-3-fluoro-2-(2-methoxy-2-oxoethyl)pyridine 1-oxide